FC1=CC(=C(C(=O)OC)C=C1F)NC1=C(C(=C(C=C1)OC(F)(F)F)F)C=O methyl 4,5-difluoro-2-((3-fluoro-2-formyl-4-(trifluoromethoxy)phenyl)amino)benzoate